(E)-N,2-bis(2,6-dimethylphenyl)-2-hydroxyimino-acetamide CC1=C(C(=CC=C1)C)NC(/C(=N/O)/C1=C(C=CC=C1C)C)=O